2-[(6-methoxy-2-benzo[d]thiazolyl)amino]-N-pentylacetamide COC1=CC2=C(N=C(S2)NCC(=O)NCCCCC)C=C1